(1R,3S)-3-(3-{[(3-methyl-1,2-oxazol-5-yl)acetyl]-amino}-1H-pyrazol-5-yl)-cyclopentyl (3S,5S)-3,5-dimethylmorpholine-4-carboxylate C[C@@H]1N([C@H](COC1)C)C(=O)O[C@H]1C[C@H](CC1)C1=CC(=NN1)NC(CC1=CC(=NO1)C)=O